FC(C(=O)NC=1C(=C2COC(C2=CC1)=O)F)(F)F 2,2,2-trifluoro-N-(4-fluoro-1-oxo-1,3-dihydroisobenzofuran-5-yl)acetamide